FC(C(C[C@H](C(=O)N)N[C@H](C)C1=CC=CC=C1)(C)C)(F)F (2R)-5,5,5-Trifluoro-4,4-dimethyl-2-[[(1R)-1-phenylethyl]amino]pentanamide